F[C@H]1[C@@H](C1)C(=O)NC1=NC=NC(=C1)N1N=CN=C1NC=1C=NC(=CC1C)C(CC)O (1S,2R)-2-fluoro-N-(6-(5-((6-(1-hydroxypropyl)-4-methylpyridin-3-yl)amino)-1H-1,2,4-triazol-1-yl)pyrimidin-4-yl)cyclopropane-1-carboxamide